FC1=C(C=CC(=C1C([2H])([2H])[2H])OC1=CC2=C(N(N=N2)C)C=C1)NC=1C2=C(N=CN1)C=CC(=N2)N2C[C@H](N(CC2)C(C=C)=O)C (R)-1-(4-(4-((2-fluoro-3-(methyl-d3)-4-((1-methyl-1H-benzo[d][1,2,3]triazol-5-yl)oxy)phenyl)amino)pyrido[3,2-d]pyrimidin-6-yl)-2-methylpiperazin-1-yl)prop-2-en-1-one